C1(CCC2=CC=CC=C12)N1C(C(=CC2=C1N=C(N=C2)SC)C#N)=O 8-(2,3-dihydro-1H-inden-1-yl)-2-(methylthio)-7-oxo-7,8-dihydropyrido[2,3-d]pyrimidine-6-carbonitrile